OCCCCCCOC1=CC=C(C=C1)/C=C/C(=O)OCCCC(C(F)(F)F)(F)F 4,4,5,5,5-pentafluoropentyl (E)-3-[4-(6-hydroxyhexoxy)phenyl]prop-2-enoate